5-(3-(1H-pyrrolo[2,3-b]pyridin-3-yl)phenyl)isoxazol N1C=C(C=2C1=NC=CC2)C=2C=C(C=CC2)C2=CC=NO2